ethyl 2-(4-hydroxy-2-methyl-6-(((trifluoromethyl)sulfonyl)oxy)pyrimidin-5-yl)acetate OC1=NC(=NC(=C1CC(=O)OCC)OS(=O)(=O)C(F)(F)F)C